BrC1=C(C(=CC=C1Br)OC)C1CN=C(C1)OC 3-(2,3-dibromo-6-methoxyphenyl)-5-methoxy-3,4-dihydro-2H-pyrrole